C(#N)C=1C(=C(C(=NC1)C(=O)NC=1C=C2C(=NNC2=CC1)C1=CN(C=C1)C)C)C 5-cyano-3,4-dimethyl-N-(3-(1-methyl-1H-pyrrol-3-yl)-1H-indazol-5-yl)picolinamide